OC(C(CC(=O)O)C(=O)O)C(=O)O 1-hydroxy-propane-1,2,3-tricarboxylic acid